C1CCC12CCN(CC2)C2=NC=CC(=N2)NC2=CC(=NO2)C2=C(C=C(C=C2)OC)F N-(2-(7-azaspiro[3.5]nonan-7-yl)pyrimidin-4-yl)-3-(2-fluoro-4-methoxyphenyl)isoxazol-5-amine